C(OCCCC)([O-])=O butyl monocarbonate